C(\C=C/CCCCCCCC)OC(CCCCCOCC(COCCCC(=O)OC)N(C)C)=O.ClC=1C(=C(CNC(CNC2CCC2)=O)C=CC1)F N-(3-chloro-2-fluorobenzyl)-2-(cyclobutylamino)acetamide (Z)-undec-2-en-1-yl-6-(2-(dimethylamino)-3-(4-methoxy-4-oxobutoxy)propoxy)hexanoate